tert-butyl 6-fluoro-4-iodo-2,3-dihydro-1H-pyrrolo[2,3-b]pyridine-1-carboxylate FC1=CC(=C2C(=N1)N(CC2)C(=O)OC(C)(C)C)I